BrC=1C=C2C(=CNC2=CC1)C(F)(F)F 5-bromo-3-(trifluoromethyl)-1H-indole